C(C)OC(=O)C=1C(NC(=CC1)C(F)(F)F)=O.C(C)(C)N1N=CC(=C1)S(=O)(=O)CC1N(CCCC1)C(=O)NC1=CC=NC=C1 (((1-isopropyl-1H-pyrazol-4-yl)sulfonyl)methyl)-N-(pyridin-4-yl)piperidine-1-carboxamide ethyl-2-oxo-6-(trifluoromethyl)-1,2-dihydropyridine-3-carboxylate